[Mg].[Sn] Tin-magnesium